FC(C1=NC(=CC(=C1)C=1C(=NN2C1N=C(C=C2)NCC(C)(C)O)C=2C=C(C#N)C=CC2)C)F 3-[3-[2-(Difluoromethyl)-6-methyl-4-pyridyl]-5-[(2-hydroxy-2-methyl-propyl)amino]pyrazolo[1,5-a]pyrimidin-2-yl]benzonitrile